ClC1=NC(=NC(=N1)C1=CC=CC=C1)C1=CC=C(C=C1)[Si](C1=CC=CC=C1)(C1=CC=CC=C1)C1=CC=CC=C1 2-chloro-4-phenyl-6-(4-(triphenylsilyl)phenyl)-1,3,5-triazine